COC1=CC=C(C=C1)/C=C/C(=O)C2=C(C=C(C=C2)OC)OC 2',4'-Trimethoxychalcone